morpholine-4-carboxamide citrate C(CC(O)(C(=O)O)CC(=O)O)(=O)O.N1(CCOCC1)C(=O)N